ClC1=CC(=NC=N1)NC1CC(C1)O (1s,3s)-3-((6-Chloropyrimidin-4-yl)amino)cyclobutanol